(3-trifluoromethyl-5,6-dihydro-8H-[1,2,4]triazolo[4,3-a]pyrazin-7-yl)-methanone FC(C1=NN=C2N1CCN(C2)C=O)(F)F